N-((1s,3s)-3-(6-((4-(4-(3-(4-(3-(2,4-dioxotetrahydropyrimidin-1(2H)-yl)-4-methoxybenzoyl)piperazin-1-yl)propyl)piperazin-1-yl)phenyl)amino)-9H-purin-9-yl)cyclobutyl)-2-phenylacetamide O=C1N(CCC(N1)=O)C=1C=C(C(=O)N2CCN(CC2)CCCN2CCN(CC2)C2=CC=C(C=C2)NC2=C3N=CN(C3=NC=N2)C2CC(C2)NC(CC2=CC=CC=C2)=O)C=CC1OC